C(#N)C1=CC(=C(COC2=CC=CC(=N2)C2=CC(=C(CC3=NC4=C(N3CCOC)C=C(C=C4)C(=O)OC)C=C2F)F)C=C1)F methyl 2-(4-(6-((4-cyano-2-fluorobenzyl) oxy) pyridin-2-yl)-2,5-difluorobenzyl)-1-(2-methoxyethyl)-1H-benzo[d]imidazole-6-carboxylate